1-Methyl-N-[2-methyl-3-(phenoxymethyl)phenyl]-5-oxo-3-pyrrolidinecarboxamide CN1CC(CC1=O)C(=O)NC1=C(C(=CC=C1)COC1=CC=CC=C1)C